C[Si](C)(C)C#CC1=C(C(=C(C(=C1C#C[Si](C)(C)C)C#C[Si](C)(C)C)C#C[Si](C)(C)C)C#C[Si](C)(C)C)C#C[Si](C)(C)C hexakis((trimethylsilyl)ethynyl)benzene